glutamineAmide N[C@@H](CCC(N)=O)C(=O)N